N1=CC=C(C=C1)N1N=NC(=C1)C1=CC=NC=C1 3-(4-pyridyl)-5-(4-pyridyl)-1,2,3-triazole